FC1(CN(CCC1)C(C=C)=O)COC=1C=2N(C=C(N1)C=1C=NN(C1)C)N=CC2 1-(3-fluoro-3-(((6-(1-methyl-1H-pyrazol-4-yl)pyrazolo[1,5-a]pyrazin-4-yl)oxy)methyl)piperidin-1-yl)prop-2-en-1-one